1-(pyrimidin-2-yl)propan-1-amine N1=C(N=CC=C1)C(CC)N